(1R,2S,3R,5R)-3-(5-(4-Benzylthiazol-2-yl)-2-chloro-7H-pyrrolo[2,3-d]pyrimidin-7-yl)-5-(1-(cyclopropylmethyl)piperidin-4-yl)cyclopentane-1,2-diol C(C1=CC=CC=C1)C=1N=C(SC1)C1=CN(C=2N=C(N=CC21)Cl)[C@H]2[C@@H]([C@@H]([C@H](C2)C2CCN(CC2)CC2CC2)O)O